6-tert-butyl-2-(p-tolyl)pyridine-3-carboxamide C(C)(C)(C)C1=CC=C(C(=N1)C1=CC=C(C=C1)C)C(=O)N